ClC1=CC(=CC=N1)OCCO 6-chloro-4-(2-hydroxyethoxy)pyridine